FC=1C=C(C=CC1)[C@@H]1N(CC[C@@H](C1)C(F)(F)F)C(=O)N[C@@H](C)\C=C\S(=O)(=O)C (2R,4S)-2-(3-fluorophenyl)-N-((S,E)-4-(methylsulfonyl)but-3-en-2-yl)-4-(trifluoromethyl)piperidine-1-carboxamide